12-(3-cyanophenyl)-6,11-dioxo-6,11,12,13-tetrahydrobenzo[f]naphtho[2,3-b][1,4]oxazepine-7,10-diyl diacetate C(C)(=O)OC1=CC=C(C=2C(C3=C(OC4=C(CN3C3=CC(=CC=C3)C#N)C=CC=C4)C(C12)=O)=O)OC(C)=O